Cl.N1CCC(CCC1)N1C(C2=CC(=CC(=C2C1)C(C)NC1=C(C(=O)OC)C=CC=C1)C)=O methyl 2-((1-(2-(azepan-4-yl)-6-methyl-1-oxoisoindolin-4-yl)ethyl)amino)benzoate hydrochloride